3,3'-di-tert-butyl-4,4'-dimethoxy-2,2',3,3'-tetrahydro-2,2'-bibenzo[d][1,3]oxaphosphole C(C)(C)(C)P1C(OC2=C1C(=CC=C2)OC)C2OC1=C(P2C(C)(C)C)C(=CC=C1)OC